6-isopropyl-2-oxo-9-(piperidin-4-ylmethoxy)-10-(thiazol-2-yl)-6,7-dihydro-2H-pyrido[2,1-a]Isoquinoline-3-carboxylic acid ethyl ester C(C)OC(=O)C=1C(C=C2N(C(CC3=CC(=C(C=C23)C=2SC=CN2)OCC2CCNCC2)C(C)C)C1)=O